BrC=1C(=NC(=NC1)NC1=CC=C2CCN(CC2=C1)CC=1C=NC=CC1)NC1=C(C(=O)NC)C=CC=C1 2-[5-bromo-2-(2-pyridin-3-ylmethyl-1,2,3,4-tetrahydro-isoquinolin-7-ylamino)-pyrimidin-4-ylamino]-N-methyl-benzamide